[Sc].[Ag].[Cu] copper-silver-scandium